C(C(C)C)NC1=NS(C2=C1C=CC(=C2)OC)(=O)=O N-isobutyl-6-methoxy-1,1-dioxo-1,2-benzothiazol-3-amine